6-(Azetidin-1-yl)-N-[5-(dimethylamino)naphthalene-1-sulfonyl]-4-fluoro-1-benzofuran-2-carboxamide N1(CCC1)C1=CC2=C(C=C(O2)C(=O)NS(=O)(=O)C2=CC=CC3=C(C=CC=C23)N(C)C)C(=C1)F